C(C)(C)(C)OC(=O)N1CC2(C1)CCNC2 2,7-diazaspiro[3.4]octane-2-carboxylic acid tert-butyl ester